methyl 2-(7-chloro-1H-indole-2-carbonyl)-2-azaspiro[4.5]decane-3-carboxylate ClC=1C=CC=C2C=C(NC12)C(=O)N1CC2(CC1C(=O)OC)CCCCC2